CN(C)CC1=CC=C(C=C1)B(O)O 4-[(dimethylamino)methyl]Phenylboronic acid